CC1=NC(=C(C=C1S(=O)(=O)N)C=1N=CN(C1)C)N[C@H](C)C1=CC=CC=C1 methyl-5-(1-methylimidazol-4-yl)-6-[[(1R)-1-phenylethyl]amino]pyridine-3-sulfonamide